BrC1=CC=C(C(=C1CC#N)F)F 2-(6-bromo-2,3-difluoro-phenyl)acetonitrile